FC=1C(=NC(=C(C(=O)OC(C)C)C1)O[C@H](C(F)(F)F)C)SC Isopropyl (S)-5-fluoro-6-(methylthio)-2-((1,1,1-trifluoropropan-2-yl)oxy)nicotinate